C1=CC=CC=2C3=CC=CC=C3C(C12)COC(=O)N[C@H](C(=O)OC(C)(C)C)CC=1C=NC(=NC1)Cl tert-butyl (S)-2-((((9H-fluoren-9-yl)methoxy)carbonyl)amino)-3-(2-chloropyrimidin-5-yl)propanoate